benzyl (2S,4R)-4-((tert-butyldimethylsilyl)oxy)-2-(hydroxymethyl)pyrrolidine-1-carboxylate [Si](C)(C)(C(C)(C)C)O[C@@H]1C[C@H](N(C1)C(=O)OCC1=CC=CC=C1)CO